CC=1C=C(OCC2C3C=CC(C2)C3=O)C=CC1 5-(m-methylphenoxymethyl)-7-oxo-bicyclo[2.2.1]Hept-2-ene